(S)-(3-aminopiperidin-1-yl)(4-(3-methyl-1H-pyrrolo[2,3-b]pyridin-4-yl)-3,4-dihydro-2H-1,4-thiazin-6-yl)methanone hydrochloride Cl.N[C@@H]1CN(CCC1)C(=O)C1=CN(CCS1)C1=C2C(=NC=C1)NC=C2C